rac-4-(3-((((1s,3R)-3-aminocyclohexyl)methyl)amino)-1-(4-methoxyphenyl)-1H-pyrazol-5-yl)-2-fluorobenzonitrile N[C@H]1C[C@H](CCC1)CNC1=NN(C(=C1)C1=CC(=C(C#N)C=C1)F)C1=CC=C(C=C1)OC |r|